1-(1-cyanopyrrolidin-3-yl)-1-methyl-3-(4-(trifluoromethyl)phenyl)urea C(#N)N1CC(CC1)N(C(=O)NC1=CC=C(C=C1)C(F)(F)F)C